N-(Quinolin-8-yl)benzofuran-2-carboxamide N1=CC=CC2=CC=CC(=C12)NC(=O)C=1OC2=C(C1)C=CC=C2